C(C)(C)(C)OC(=O)N1C(CN(CC1)C1CN=CC=2C=CC(=NC12)C#N)CC(C)C 8-(4-(tert-Butoxycarbonyl)-3-isobutylpiperazin-1-yl)-2-cyano-7,8-dihydro-1,6-naphthyridine